FC1=CC=C(C=C1)S(=O)(=O)NC=1C(=NC=C(C1)C=1C=C2C(=NC=NC2=CC1)N1CCN(CC1)C(\C=C\C(C)=O)=O)OC (E)-4-fluoro-N-(2-methoxy-5-(4-(4-(4-oxopent-2-enoyl)piperazin-1-yl)quinazolin-6-yl)pyridin-3-yl)benzenesulfonamide